1-(2-oxo-2-phenylethyl)pyridine O=C(CN1CC=CC=C1)C1=CC=CC=C1